octyl n-triacontanoate C(CCCCCCCCCCCCCCCCCCCCCCCCCCCCC)(=O)OCCCCCCCC